6-Methoxy-3-((phenylamino)methyl)-4H-chromen-4-one COC=1C=C2C(C(=COC2=CC1)CNC1=CC=CC=C1)=O